5-iodobenzenepentanone IC=1C=CC=C(C1)CCCC(C)=O